5-(2-bromo-1-hydroxyethyl)-2-hydroxybenzene-1-formamide BrCC(O)C=1C=CC(=C(C1)C(=O)N)O